6-bromo-7-((2-methoxyethoxy)methoxy)-2-methylquinoline BrC=1C=C2C=CC(=NC2=CC1OCOCCOC)C